rac-3-[4-(4-nitrophenyl)sulfonylmorpholin-2-yl]benzothiophene [N+](=O)([O-])C1=CC=C(C=C1)S(=O)(=O)N1C[C@H](OCC1)C1=CSC2=C1C=CC=C2 |r|